C(C1=CC=CC=C1)OCC(=O)C1=C(C(=O)OC)C=CC(=C1)Br methyl 2-(2-(benzyloxy) acetyl)-4-bromobenzoate